F[C@@H]1CN(CC[C@@H]1NC1=NN2C(C(=N1)OC)=C(C=C2)C=2C=CC1=C(N(N=N1)CCCF)C2)C(CO)=O 1-((3R,4S)-3-fluoro-4-((5-(1-(3-fluoropropyl)-1H-benzo[d][1,2,3]triazol-6-yl)-4-methoxypyrrolo[2,1-f][1,2,4]triazin-2-yl)amino)piperidin-1-yl)-2-hydroxyethan-1-one